((2-(((S)-3,3-dimethyl-1-((S)-2-((S)-4-(methylsulfonyl)-3-phenylpiperazine-1-carbonyl)pyrrolidin-1-yl)-1-oxobutan-2-yl)carbamoyl)benzo[b]thiophen-5-yl)difluoromethyl)phosphonic acid CC([C@@H](C(=O)N1[C@@H](CCC1)C(=O)N1C[C@@H](N(CC1)S(=O)(=O)C)C1=CC=CC=C1)NC(=O)C1=CC2=C(S1)C=CC(=C2)C(F)(F)P(O)(O)=O)(C)C